N-[[6-[5-(difluoromethyl)-1,3,4-oxadiazol-2-yl]pyridazin-3-yl]methyl]-N-(3-fluorophenyl)-1-imino-1-oxo-1,4-thiazinan-4-carboxamide FC(C1=NN=C(O1)C1=CC=C(N=N1)CN(C(=O)N1CCS(CC1)(=O)=N)C1=CC(=CC=C1)F)F